COC(=O)C1=CSC(=C1)N1[C@@H](C[C@@H](C1)OC1=CC=C(C=C1)C(F)(F)F)COC(F)F 5-((2S,4S)-2-((difluoromethoxy)methyl)-4-(4-(trifluoromethyl)phenoxy)pyrrolidin-1-yl)thiophene-3-carboxylic acid methyl ester